C(C)S(=O)(=O)C=1C=C(OC[C@H]2OC2)C=CC1 (S)-2-((3-(ethylsulfonyl)phenoxy)methyl)oxirane